N1C(=CC=2C=NC=CC21)CNC(=O)[C@H]2N(C[C@@H](C2)OC(F)F)C(CNC(=O)C=2C=C1C(=NC2)SC2=C(O1)C=CC=C2)=O N-(2-((2S,4R)-2-(((1H-pyrrolo[3,2-c]pyridin-2-yl)methyl)carbamoyl)-4-(difluoromethoxy)pyrrolidin-1-yl)-2-oxoethyl)benzo[5,6][1,4]oxathiino[3,2-b]pyridine-3-carboxamide